COC(CCNC=1C(=NC=C(C(=O)OCC)C1)C)=O ethyl 5-((3-methoxy-3-oxopropyl)amino)-6-methylnicotinate